O=C1NC(CCC1N1C(C2=CC(=C(C=C2C1)C(=O)O)C)=O)=O 2-(2,6-dioxopiperidin-3-yl)-6-methyl-1-oxoisoindoline-5-carboxylic acid